trans-6-chloro-N-(4-((5-chlorobenzofuran-2-carboxamido)methyl)cyclohexyl)quinoline-2-carboxamide ClC=1C=C2C=CC(=NC2=CC1)C(=O)N[C@@H]1CC[C@H](CC1)CNC(=O)C=1OC2=C(C1)C=C(C=C2)Cl